1,1,1,3,3,3-Hexafluoropropan-2-yl 8-(3-chloro-2-(pyrrolidin-1-yl)benzyl)-2,8-diazaspiro[4.5]decane-2-carboxylate ClC=1C(=C(CN2CCC3(CCN(C3)C(=O)OC(C(F)(F)F)C(F)(F)F)CC2)C=CC1)N1CCCC1